2-(8-(3-(1H-imidazol-4-yl)benzyl)-1-(4-methoxybenzyl)-2-oxo-1,3,8-triazaspiro[4.5]decan-3-yl)-N-(4-(trifluoromethyl)phenyl)acetamide N1C=NC(=C1)C=1C=C(CN2CCC3(CN(C(N3CC3=CC=C(C=C3)OC)=O)CC(=O)NC3=CC=C(C=C3)C(F)(F)F)CC2)C=CC1